phenyl-(methyl)(2-propyn-1-yl)amine C1(=CC=CC=C1)N(CC#C)C